(Z)-2-buten-1-ol C(\C=C/C)O